C(C)(C)(C)OC(NC(CF)CN)=O.S(=O)(=O)=C1CC=C(C=C1)C=1C(=CC=CC1)C(=O)Cl 4'-sulfonylbiphenylformyl chloride tert-butyl-N-[1-(aminomethyl)-2-fluoro-ethyl]carbamate